5-tert-butyl-2-ethyl-7,8-dihydro-4H-pyrazolo[1,5-a][1,4]diazepine C(C)(C)(C)N1CC=2N(CCC1)N=C(C2)CC